[Si](C)(C)(C(C)(C)C)OC(CN1C(=NC(=C1I)C(C)C)COCC)(C)C 1-{2-[(tert-butyldimethylsilyl)oxy]-2-methylpropyl}-2-(ethoxymethyl)-5-iodo-4-(prop-2-yl)-1H-imidazole